Methyl 3-(9H-carbazol-3-yl)-3-chloro-2-hydroxypropionate C1=CC(=CC=2C3=CC=CC=C3NC12)C(C(C(=O)OC)O)Cl